(S)-1-[N-[1-(ethoxycarbonyl)-3-phenylpropyl]-L-alanyl]-L-proline, (Z)-2-butenedioate salt C(\C=C/C(=O)O)(=O)O.C(C)OC(=O)C(CCC1=CC=CC=C1)N[C@@H](C)C(=O)N1[C@@H](CCC1)C(=O)O